6-Bromo-2H-dispiro[furo[2,3-b]pyridine-3,1'-cyclohexane-4',2''-[1,3]dioxolane] BrC1=CC=C2C(=N1)OCC21CCC2(OCCO2)CC1